[K].NC1=NNC2=C(C=C(C=C12)C1=CC(=NC=C1)N)C=1C=C(C=CC1)S(=O)(=O)N 3-(3-amino-5-(2-aminopyridin-4-yl)-1H-indazol-7-yl)benzenesulfonamide potassium